(2-((5-chloro-2-((4-(2-(dimethylamino)-7-azaspiro[3.5]non-7-yl)-5-ethyl-2-methoxyphenyl)amino)pyrimidin-4-yl)amino)-4,5-dimethylphenyl)dimethylphosphine oxide ClC=1C(=NC(=NC1)NC1=C(C=C(C(=C1)CC)N1CCC2(CC(C2)N(C)C)CC1)OC)NC1=C(C=C(C(=C1)C)C)P(C)(C)=O